3-(4-chloro-1-((2-(trimethylsilyl)ethoxy)methyl)-1H-pyrrolo[2,3-b]pyridin-5-yl)cyclopentan-1-ol ClC1=C2C(=NC=C1C1CC(CC1)O)N(C=C2)COCC[Si](C)(C)C